C(C1=CC=CC=C1)OC(=O)N1C(CN(CC1)C1=C(C(=NC=2CNCCC12)O[C@@H]1CN(C[C@H]1OC)C)F)CC#N 2-(cyanomethyl)-4-(3-fluoro-2-(((3R,4R)-4-methoxy-1-methylpyrrolidin-3-yl)oxy)-5,6,7,8-tetrahydro-1,7-naphthyridin-4-yl)piperazine-1-carboxylic acid benzyl ester